Cl.NCCC1CC(C1)O (1R,3S)-3-(2-aminoethyl)cyclobutan-1-ol hydrochloride